((1S,2S,4S)-2-(methoxymethyl)-3-oxoquinuclidin-2-yl)methyl (((1R,2R,4R)-2-(methoxymethyl)-3-oxoquinuclidin-2-yl)methyl)carbamate COC[C@]1(N2CCC(C1=O)CC2)CNC(OC[C@@]2(N1CCC(C2=O)CC1)COC)=O